Cyclopropyl(piperazin-1-yl)methanethione hydrochloride Cl.C1(CC1)C(=S)N1CCNCC1